C(=O)O.NC1=CN=NC2=CC(=CC=C12)C=1C=C(C=CC1N1N=C(C=C1)C(F)F)B(O)O [3-(4-aminocinnolin-7-yl)-4-[3-(difluoromethyl)pyrazol-1-yl]phenyl]boronic acid formate salt